F[C@@H]1C[C@H](N(C1)C(CN1N=C(C=2C1=CN=C(C2)C=2C=NC=1N(C2)N=C(C1)C)C(=O)N)=O)C(NC1=C(C(=CC=C1)OC(F)(F)F)F)=O 1-(2-((2S,4R)-4-fluoro-2-(2-fluoro-3-(trifluoromethoxy)phenylcarbamoyl)pyrrolidin-1-yl)-2-oxoethyl)-5-(2-methylpyrazolo[1,5-a]pyrimidin-6-yl)-1H-pyrazolo[3,4-c]pyridine-3-carboxamide